2-methylpropan-2-yl 6-methyl-4-(4,4,5,5-tetramethyl-1,3,2-dioxaborolan-2-yl)-1,2,3,6-tetrahydropyridine-1-carboxylate CC1C=C(CCN1C(=O)OC(C)(C)C)B1OC(C(O1)(C)C)(C)C